N-(2-(2-methylpent-1-yloxy)ethyl)-3-(imidazolyl)propan-1-amine CC(COCCNCCCC=1NC=CN1)CCC